6-(6-methoxy-5-{[(2-methoxyphenyl)methyl]carbamoyl}pyridin-3-yl)-N-methyl-1H-indazole-3-carboxamide COC1=C(C=C(C=N1)C1=CC=C2C(=NNC2=C1)C(=O)NC)C(NCC1=C(C=CC=C1)OC)=O